OC1=C(C(=O)N2CC3=CC=CC(=C3C2)NC(\C=C\CN(C)C)=O)C=CC(=C1)O (E)-N-[2-(2,4-Dihydroxybenzoyl)isoindolin-4-yl]-4-(dimethylamino)but-2-enamide